BrC1=CC(=NC=N1)N1[C@H](C[C@@H](C1)O[Si](C)(C)C(C)(C)C)C=1N=C2N(C=C(C=C2)C2CC2)C1 2-((2R,4S)-1-(6-bromopyrimidin-4-yl)-4-((tert-butyldimethylsilyl)oxy)pyrrolidin-2-yl)-6-cyclopropylimidazo[1,2-a]Pyridine